2-(3-aminomethyl-phenyl)-5-trifluoromethyl-2H-pyrazole-3-carboxylic acid {3-[(cyclopropylmethyl-amino)-(6-methoxy-naphthalen-2-yl)-methyl]-phenyl}-amide C1(CC1)CNC(C=1C=C(C=CC1)NC(=O)C=1N(N=C(C1)C(F)(F)F)C1=CC(=CC=C1)CN)C1=CC2=CC=C(C=C2C=C1)OC